C(C)OC(\C=C\1/C(N(CCC1)CC1=CC=C(C=C1)OC)=O)=O (Z)-2-(1-(4-methoxybenzyl)-2-oxopiperidin-3-ylidene)acetic acid ethyl ester